ClC=1C2=C(N=CN1)N(C=C2C)C2C=C(C1OC(OC12)(C)C)C=O 4-(4-chloro-5-methyl-7H-pyrrolo[2,3-d]pyrimidin-7-yl)-2,2-dimethyl-3a,6a-dihydro-4H-cyclopenta[d][1,3]dioxole-6-carbaldehyde